(R)-2-((tert-butoxycarbonyl)amino)-3-chloropropionic acid C(C)(C)(C)OC(=O)N[C@H](C(=O)O)CCl